ClC1=C(C=CC=C1)[C@H]([C@H]1CCC(N1C(=O)OC(C)(C)C)(C)C)O tert-butyl (R)-5-((R)-(2-chlorophenyl)(hydroxy)-methyl)-2,2-dimethylpyrrolidine-1-carboxylate